FC1(CC=C(CC1)CC1=CC=CC=2OC(OC(C21)=O)(C)C)F 5-((4,4-difluorocyclohex-1-en-1-yl)methyl)-2,2-dimethyl-4H-benzo[d][1,3]dioxin-4-one